C1(=CC=CC=C1)C1C(NC(N1C1=CC2=C(NC=N2)C=C1)=O)=O 5-Phenyl-1-(1H-benzo[d]imidazol-5-yl)imidazolidin-2,4-dion